C(C)OC(CCC(=O)C1=NC(=CC=C1O)C1=C(C=CC=C1)Cl)=O 4-[6-(2-chloro-phenyl)-3-hydroxy-pyridin-2-yl]-4-oxo-butyric acid ethyl ester